C(=O)C1CCC(CC1)C=1SC2=C(N1)C=CC(=C2)NC(=O)C2=NC(=CC=C2)C(F)(F)F N-[2-(4-formylcyclohexyl)-1,3-benzothiazol-6-yl]-6-(trifluoromethyl)pyridine-2-carboxamide